(2R,5S)-N-(4-cyano-2-fluorophenyl)-3-(4-cyano-3-(trifluoromethyl)phenyl)-2-(trifluoromethyl)oxazolidine-5-carboxamide C(#N)C1=CC(=C(C=C1)NC(=O)[C@@H]1CN([C@H](O1)C(F)(F)F)C1=CC(=C(C=C1)C#N)C(F)(F)F)F